1-(2-chloro-4-methoxyphenyl)-3-methoxypropan-2-one ClC1=C(C=CC(=C1)OC)CC(COC)=O